4-chloro-3-(4-formyl-4,5,6,7-tetrahydro-1,4-oxazepin-3-yl)benzonitrile ClC1=C(C=C(C#N)C=C1)C1=COCCCN1C=O